FC1(CC(C1)(O)CC(=O)N[C@@H](COC(F)F)C1=CC(=CC=C1)OC(F)F)F (R)-2-(3,3-Difluoro-1-hydroxycyclobutyl)-N-(2-(difluoromethoxy)-1-(3-(difluoromethoxy)phenyl)ethyl)acetamid